(+/-)-5-{4-[2,6-difluoro-4-({5-[(pyridin-3-yl)methyl]-5,6-dihydro-4H-1,3-oxazin-2-yl}amino)phenoxy]-1H-pyrrolo[2,3-b]pyridin-3-yl}-2-[(propan-2-yl)oxy]benzonitrile FC1=C(OC2=C3C(=NC=C2)NC=C3C=3C=CC(=C(C#N)C3)OC(C)C)C(=CC(=C1)NC=1OC[C@@H](CN1)CC=1C=NC=CC1)F |r|